Perfluorooctanesulfonamidoethanol C(C(C(C(C(F)(F)S(=O)(=O)NC(C(F)(F)F)(O)F)(F)F)(F)F)(F)F)(C(C(C(F)(F)F)(F)F)(F)F)(F)F